CC1=CC=C(C=N1)C(F)(F)F 6-methyl-3-(trifluoromethyl)pyridin